(2R,4R)-N-((S)-1-(((R)-2-amino-6,7-dihydro-5H-cyclopenta[b]pyridin-5-yl)amino)-1-oxopropan-2-yl)-4-phenylpyrrolidine-2-carboxamide hydrochloride Cl.NC1=CC=C2C(=N1)CC[C@H]2NC([C@H](C)NC(=O)[C@@H]2NC[C@H](C2)C2=CC=CC=C2)=O